COC([C@H](C[C@H]1C(NC(C1)(C)C)=O)NC([C@H](CC1CC1)NC([C@H](CC1=CC=C(C=C1)F)N)=O)=O)=O (S)-methyl-2-((S)-2-((S)-2-amino-3-(4-fluorophenyl)propanamido)-3-cyclopropylpropanamido)-3-((R)-5,5-dimethyl-2-oxopyrrolidin-3-yl)propanoate